tert-Butyl 5-(ethylthio)-1-oxoisoindoline-2-carboxylate C(C)SC=1C=C2CN(C(C2=CC1)=O)C(=O)OC(C)(C)C